4-((5-Chloro-1-(methylsulfonyl)-1H-indol-3-yl)(hydroxy)methyl)-3-methylenedihydrofuran-2(3H)-one ClC=1C=C2C(=CN(C2=CC1)S(=O)(=O)C)C(C1C(C(OC1)=O)=C)O